C1=CC=C(C=C1)C2=CC(=CC(=C2)C3=CC=CC=C3)C4=CC=CC=C4 Triphenylbenzene